Ethyl 1-(7-(4-acetoxy benzyl)-6-(benzyloxy)-7H-purin-2-yl)-1H-pyrazole-4-carboxylate C(C)(=O)OC1=CC=C(CN2C=NC3=NC(=NC(=C23)OCC2=CC=CC=C2)N2N=CC(=C2)C(=O)OCC)C=C1